C(C)(C)(C)[Si](O[C@@H](C=C)[C@H]1[C@@H](CC1)CN1C2=C(OC[C@]3(CCCC4=CC(=CC=C34)Cl)C1)C=CC(=C2)C(=O)OC)(C)C (S)-METHYL 5-(((1R,2R)-2-((S)-1-((TERTBUTYLDIMETHYLSILYL)OXY)ALLYL)CYCLOBUTYL)METHYL)-6'-CHLORO-3',4,4',5-TETRAHYDRO-2H,2'H-SPIRO[BENZO[B][1,4]OXAZEPINE-3,1'-NAPHTHALENE]-7-CARBOXYLATE